((2S,3R)-4-bromo-5-chloro-6-fluoro-3-methyl-2-(pyridin-2-yl)-2,3-dihydrobenzofuran-2-yl)methylamine BrC1=C(C(=CC2=C1[C@H]([C@@](O2)(C2=NC=CC=C2)CN)C)F)Cl